[Pt].C(C)O[Si](CCCOCC1OC1)(OCC)OCC triethoxy(3-(oxiran-2-ylmethoxy)propyl)silane platinum